N-(3-(4-chloro-3-fluorophenyl)azetidin-3-yl)-4-(trifluoromethoxy)benzene-sulfonamide ClC1=C(C=C(C=C1)C1(CNC1)NS(=O)(=O)C1=CC=C(C=C1)OC(F)(F)F)F